1-(4-methoxybenzyl)-1-(3-morpholinobenzyl)thiourea COC1=CC=C(CN(C(=S)N)CC2=CC(=CC=C2)N2CCOCC2)C=C1